C(#N)C1=CC=CC(=N1)[C@H](CNC(CC1CCC(CC1)NC(C)=O)(C)C)O N-[(1S,4r)-4-{2-[(S)-2-(6-cyano-2-pyridyl)-2-hydroxyethylamino]-2-methylpropyl}cyclohexyl]acetamide